cyclopropyl-(2,6-dichloropyrimidin-4-yl)methanone t-Butyl-(3-hydroxypropyl)carbamate C(C)(C)(C)N(C(O)=O)CCCO.C1(CC1)C(=O)C1=NC(=NC(=C1)Cl)Cl